OC1=CC=C(C[C@H]2C(N(CC3N(O[C@@H](C(N32)=O)C(C)C)C(=O)OCC3=CC=CC2=CC=CC=C32)CCC(C)C)=O)C=C1 (3R,6S)-naphthalen-1-ylmethyl 6-(4-hydroxybenzyl)-8-isopentyl-3-isopropyl-4,7-dioxohexahydropyrazino[2,1-c][1,2,4]oxadiazine-1(6H)-carboxylate